5-(difluoromethyl)-3-(1-methoxyethyl)pyridin-2-amine FC(C=1C=C(C(=NC1)N)C(C)OC)F